4,5-difluoro-3-isothiocyanato-1H-indole FC1=C2C(=CNC2=CC=C1F)N=C=S